ClC1=C(C=CC=C1)C(C(=O)C1=C(C=CC=C1)Cl)=O 1,2-bis(2-chlorophenyl)ethane-1,2-dione